ClC=1C=CC(=C(C1)C1=CC(N(C=C1OC)C(C(=O)NC1=CC=C(C(=O)O)C=C1)CC1=CC=NC=C1)=O)C#N 4-(2-(4-(5-chloro-2-cyanophenyl)-5-methoxy-2-oxopyridin-1(2H)-yl)-3-(pyridin-4-yl)propionylamino)benzoic acid